3-((R)-1-hydroxy-propan-2-yl)-6-(((S)-1-phenylethyl)amino)pyrimidine-2,4(1h,3h)-dione OC[C@@H](C)N1C(NC(=CC1=O)N[C@@H](C)C1=CC=CC=C1)=O